bis-t-butyl-(1-methyl-2,2-diphenylcyclopropyl)phosphine C(C)(C)(C)P(C1(C(C1)(C1=CC=CC=C1)C1=CC=CC=C1)C)C(C)(C)C